ClC=1C=C(C=CC1F)NC(=O)C1=C(N(C(=C1C)C(C(=O)NC1(CCOCC1)C)=O)C)C (3-chloro-4-fluorophenyl)-1,2,4-trimethyl-5-(2-((4-methyltetrahydro-2H-pyran-4-yl)amino)-2-oxoacetyl)-1H-pyrrole-3-carboxamide